((2,4-dioxo-1,3-diazaspiro[4.4]nonane-6-yl)methyl)benzofuran O=C1NC2(C(N1)=O)C(CCC2)CC=2OC1=C(C2)C=CC=C1